1-(2-(3-methyl-5-(trifluoromethyl)benzyl)pyridin-4-yl)-1,5,6,7-tetrahydro-4H-pyrazolo[4,3-c]pyridin CC=1C=C(CC2=NC=CC(=C2)N2N=CC=3CNCCC32)C=C(C1)C(F)(F)F